N-(5-Cyclopropyl-1H-pyrazol-3-yl)-2-[rac-(3aR,6aS)-2,3,3a,4,6,6a-hexahydro-1H-pyrrolo[3,4-c]pyrrol-5-yl]pyrimidin-4-amine C1(CC1)C1=CC(=NN1)NC1=NC(=NC=C1)N1C[C@H]2[C@@H](C1)CNC2 |r|